1,2,3-trihydroxybenzene OC1=C(C(=CC=C1)O)O